OC1(CC(C1)NC1=CC=C(N=N1)C1=C(C=C(C=C1C)C(F)(F)F)O)C 2-(6-((3-hydroxy-3-methylcyclobutyl)amino)pyridazin-3-yl)-3-methyl-5-(trifluoromethyl)phenol